2'-butyl-1,7'-dimethyl-1H,3'H-[2,5'-bibenzo[d]imidazol] C(CCC)C=1NC2=C(N1)C(=CC(=C2)C2=NC1=C(N2C)C=CC=C1)C